4-[4-(2-cyclohexylthio-pyridin-3-yl)-2,6-difluoro-phenoxy]-butyric acid C1(CCCCC1)SC1=NC=CC=C1C1=CC(=C(OCCCC(=O)O)C(=C1)F)F